(S)-4-methyl-1,2,3,4-tetrahydro-1-naphthylamine CC1CC[C@@H](C2=CC=CC=C12)N